diphenyl-1-pyrenylphosphine C1(=CC=CC=C1)P(C1=CC=C2C=CC3=CC=CC4=CC=C1C2=C34)C3=CC=CC=C3